(3R)-4-[4-(dimethyl-1H-1,2,3-triazol-5-yl)-7-(1H-pyrazol-5-yl)imidazo[1,5-b]pyridazin-2-yl]-3-methylmorpholine CC=1N=NN(C1C=1C=2N(N=C(C1)N1[C@@H](COCC1)C)C(=NC2)C2=CC=NN2)C